FC1=C(C=CC=C1C)C(C)=N[S@@](=O)C(C)(C)C (S)-N-(1-(2-fluoro-3-methylphenyl)ethylidene)-2-methylpropane-2-sulfinamide